CNC1=CC=C(C=C1)C#C/C=C/C=1SC2=C(N1)C=CC(=C2)O (E)-2-(4-(4-(methylamino)phenyl)buta-1-en-3-ynyl)benz[d]thiazole-6-ol